Tert-butyl 3-[5-[(1R)-1-[(2S,4R)-4-hydroxy-2-[[(1S)-1-[4-(4-methylthiazol-5-yl)phenyl]ethyl]carbamoyl] pyrrolidine-1-carbonyl]-2-methyl-propyl]isoxazol-3-yl]oxyazetidine-1-carboxylate O[C@@H]1C[C@H](N(C1)C(=O)[C@H](C(C)C)C1=CC(=NO1)OC1CN(C1)C(=O)OC(C)(C)C)C(N[C@@H](C)C1=CC=C(C=C1)C1=C(N=CS1)C)=O